1-[(3R)-1-acetylpiperidin-3-yl]-1-cyclopropyl-3-({5-[3-(trifluoromethoxy)phenyl]-1,2-oxazol-3-yl}methyl)urea C(C)(=O)N1C[C@@H](CCC1)N(C(=O)NCC1=NOC(=C1)C1=CC(=CC=C1)OC(F)(F)F)C1CC1